[(2R,3S,5R)-5-(6-amino-2-fluoro-purin-9-yl)-2-[[tert-butyl (dimethyl) silyl] oxy methyl]-2-ethynyl-tetrahydrofuran-3-yl] (4-nitrophenyl) carbonate C(O[C@@H]1[C@@](O[C@H](C1)N1C2=NC(=NC(=C2N=C1)N)F)(C#C)CO[Si](C)(C)C(C)(C)C)(OC1=CC=C(C=C1)[N+](=O)[O-])=O